2-methoxybenzene-1,4-diylbis{4-[4-(acryloyloxy) butoxy]-3,5-dimethoxy benzoate} COC1=C(C=CC(=C1)C1=C(C(=O)[O-])C=C(C(=C1OC)OCCCCOC(C=C)=O)OC)C1=C(C(=O)[O-])C=C(C(=C1OC)OCCCCOC(C=C)=O)OC